Cl.N[C@H](C(=O)OC(C)C)CC1=CC=C(C=C1)F Isopropyl (2S)-2-amino-3-(4-fluorophenyl)propanoate hydrochloride